ClC1=C(C=2N=C(N=C(C2C=N1)N1CC2(CC(NC2)=O)CCC1)OC[C@]12CCCN2C[C@@H](C1)F)F 7-(7-chloro-8-fluoro-2-(((2R,7aS)-2-fluorotetrahydro-1H-pyrrolizin-7a(5H)-yl)methoxy)pyrido[4,3-d]pyrimidin-4-yl)-2,7-diazaspiro[4.5]decan-3-one